(S)-3-hydroxy-1-(4-(methyl-d3)benzyl)pyrrolidin-2-one O[C@@H]1C(N(CC1)CC1=CC=C(C=C1)C([2H])([2H])[2H])=O